C(C)(C)C=1C(=CC2=C(N(C(N2)=O)C2CCC(CC2)NC2CCN(CC2)C(C)C)C1)C=1C=C(C=2N(C1)N=CN2)OC 6-isopropyl-1-((1r,4r)-4-((1-isopropylpiperidin-4-yl)amino)cyclohexyl)-5-(8-methoxy-[1,2,4]triazolo[1,5-a]pyridin-6-yl)-1,3-dihydro-2H-benzo[d]imidazol-2-one